ClC1=C(C(=CC=C1)F)C=1C=C2C(=NN(C2=CC1)C(C1=CC=CC=C1)(C1=CC=CC=C1)C1=CC=CC=C1)N 5-(2-chloro-6-fluorophenyl)-1-trityl-1H-indazol-3-ylamine